C(C1=CC=CC=C1)S(=O)(=O)CCN 2-(benzylsulfonyl)ethane-1-amine